methyl 4-((6-((5-(5-aminobenzo[d]oxazol-2-yl)-8-(methylamino)-2,7-naphthyridin-3-yl)amino)pyridin-2-yl)oxy)butanoate NC=1C=CC2=C(N=C(O2)C2=C3C=C(N=CC3=C(N=C2)NC)NC2=CC=CC(=N2)OCCCC(=O)OC)C1